C(C)(C)N1N=CC(=C1)N\C(\C)=C\1/C(NC2=CN=C(C=C21)C=2C=NC=CC2C)=O (Z)-3-(1-((1-Isopropyl-1H-pyrazol-4-yl)amino)ethylidene)-5-(4-methylpyridin-3-yl)-1H-pyrrolo[2,3-c]pyridin-2(3H)-one